C12CCCC(C(C1)C1=CN(C3=CC=CC=C13)S(=O)(=O)C1=CC=C(C=C1)C)N2 3-(8-azabicyclo[3.2.1]octane-6-yl)-1-(4-methylbenzenesulfonyl)-1H-indole